O=C1NC(CCC1N1C(C2=CC=CC(=C2C1)SCCCCN1CCN(CC1)C1=NC=C(C(=O)N2CCC(CC2)CCCCNC(\C=C\C=2C=NC=CC2)=O)C=C1)=O)=O (E)-N-(4-(1-(6-(4-(4-((2-(2,6-dioxopiperidin-3-yl)-1-oxoisoindolin-4-yl)thio)butyl)piperazin-1-yl)nicotinoyl)piperidin-4-yl)butyl)-3-(pyridin-3-yl)acrylamide